1-propyl-ammonium carbamate C(N)([O-])=O.C(CC)[NH3+]